C(C)(C)(C)OC(=O)N1[C@@H](C[C@H](C1)N)CN1N=CC=C1.C[C@@H]1COCCN1C1=CC(=C(N=N1)C(C)=O)C1CCOCC1 (R)-1-(6-(3-methylmorpholino)-4-(tetrahydro-2H-pyran-4-yl)pyridazin-3-yl)ethanone tert-butyl-(2S,4R)-2-((1H-pyrazol-1-yl)methyl)-4-aminopyrrolidine-1-carboxylate